ClS(=O)(=O)CC1[C@H]2CN(C[C@@H]12)C(=O)OCC1=CC=CC=C1 benzyl (1R,5S,6r)-6-((chlorosulfonyl)methyl)-3-azabicyclo[3.1.0]hexane-3-carboxylate